N-((3R,4S)-4-((6-(2,6-dichloro-3,5-dimethoxyphenyl)-8-(2-azaspiro[3.4]octan-2-yl)pyrido[3,4-d]pyrimidin-2-yl)amino)tetrahydrofuran-3-yl)acryl-amide ClC1=C(C(=C(C=C1OC)OC)Cl)C1=CC2=C(N=C(N=C2)N[C@H]2[C@H](COC2)NC(C=C)=O)C(=N1)N1CC2(C1)CCCC2